C(C=C)N1N(N(C(C(C1=O)=O)=O)CC=C)CC=C triallyltriazintrion